[Cl-].C(C)[Si](C1=CC=C(C=C1)PC1=CC=C(C=C1)[Si](CC)(CC)CC)(CC)CC bis[4-(triethylsilyl)phenyl]phosphine chloride